C1(CCC12CCNCC2)O 7-azaspiro[3.5]nonan-1-ol